ClC=1C=CC2=C(C(C(CCN2C(C2=CC(=C(C=C2)NC(C2=C(C=CC(=C2)F)Cl)=O)OC)=O)(F)F)(O)CNC(OC(C)(C)C)=O)C1 tert-Butyl N-({7-chloro-1-[4-(2-chloro-5-fluorobenzamido)-3-methoxybenzoyl]-4,4-difluoro-5-hydroxy-2,3,4,5-tetrahydro-1H-1-benzazepin-5-yl}methyl)carbamate